(2-{[4-(6-bromo-1H-indazol-4-yl)-1H-1,2,3-triazol-1-yl]methyl}imidazo[1,2-a]pyridin-6-yl)methanol BrC1=CC(=C2C=NNC2=C1)C=1N=NN(C1)CC=1N=C2N(C=C(C=C2)CO)C1